4-chloro-7-(trifluoromethyl)quinolin-2(1H)-one ClC1=CC(NC2=CC(=CC=C12)C(F)(F)F)=O